BrC1=CC(=C(CNC2=C(C=NC3=NC(=CC=C23)OC)C(=O)OCC)C=C1)F Ethyl 4-((4-bromo-2-fluorobenzyl)amino)-7-methoxy-1,8-naphthyridine-3-carboxylate